3-(3-(5-methyl-2-((thien-3-ylmethoxy)methyl)phenyl)-4-oxothiazolidin-2-ylidene)urea CC=1C=CC(=C(C1)N1C(SCC1=O)=NC(N)=O)COCC1=CSC=C1